ClC1=CC=C(C(=N1)F)OC1(CC1)C(=O)O 1-[(6-chloro-2-fluoro-3-pyridyl)oxy]cyclopropanecarboxylic acid